NC=1SC2=C(C1C#N)C(=CC=C2F)C2=C(C=C1C(=NC(=NC1=C2F)OC[C@H]2N(CCC2)CCF)N2C1COCC2CNC1)Cl 2-amino-4-[6-chloro-8-fluoro-2-[[(2S)-1-(2-fluoroethyl)pyrrolidin-2-yl]methoxy]-4-(3-oxa-7,9-diazabicyclo[3.3.1]nonan-9-yl)quinazolin-7-yl]-7-fluoro-benzothiophene-3-carbonitrile